ethyl 3-(7-formyl-1-benzothiophen-5-yl)-3-[4-methyl-1-(2,2,2-trifluoroethyl)-1H-benzotriazole-5-yl]propanoate C(=O)C1=CC(=CC=2C=CSC21)C(CC(=O)OCC)C2=C(C1=C(N(N=N1)CC(F)(F)F)C=C2)C